FC1(CCC(CC1)[C@@H](C=1OC2=C(N1)C=C(C=C2F)[C@@H](COC)N2C(N[C@@H](C2)C(F)(F)F)=O)NC(OCC2=CC=CC=C2)=O)F benzyl ((S)-(4,4-difluorocyclohexyl)(7-fluoro-5-((S)-2-methoxy-1-((S)-2-oxo-4-(trifluoromethyl)imidazolidin-1-yl)ethyl)benzo[d]oxazol-2-yl)methyl)carbamate